CCCCCCCCCCCC(CC(=O)N[C@@H]1[C@H]([C@@H]([C@H](OC1OP(=O)(O)OP(=O)(O)OC[C@@H]2[C@H]([C@H]([C@@H](O2)N3C=CC(=O)NC3=O)O)O)CO)O)OC(=O)CC(CCCCCCCCCCC)O)O The molecule is an UDP-amino sugar. It has a role as an Escherichia coli metabolite. It derives from an UDP-D-glucosamine. It is a conjugate acid of an UDP-2,3-bis(3-hydroxytetradecanoyl)-D-glucosamine(2-).